C(C1=CC=CC=C1)[N+](CCCCCCCCCCCCCC)(C)C Benzyldimethyltetradecylazanium